BrC=1C=C(C=C(C1)NS(=O)(=O)C)NC(=O)C=1C=NN(C1)C1=C(C=CC=C1)C(C(F)(F)F)O N-(3-bromo-5-(methylsulfonamido)phenyl)-1-(2-(2,2,2-trifluoro-1-hydroxyethyl)phenyl)-1H-pyrazole-4-carboxamide